NC1=C(C=C(C(=O)OC)C=C1SC)Br methyl 4-amino-3-bromo-5-methylsulfanyl-benzoate